4-(dimethylamino)benzoic acid 2-ethylhexyl ester C(C)C(COC(C1=CC=C(C=C1)N(C)C)=O)CCCC